N-Hydroxypyridin-2(1H)-thion ethyl-(Z)-1-(3-(2-chlorophenyl)-2-((phenylthio)methyl)acryloyl)piperidine-3-carboxylate C(C)OC(=O)C1CN(CCC1)C(/C(=C/C1=C(C=CC=C1)Cl)/CSC1=CC=CC=C1)=O.ON1C(C=CC=C1)=S